COC1=CC=C(C=C1)N1N=C2C(=C1C1=CC(=C(C(=C1)OC)OC)OC)CCC2 2-(4-methoxyphenyl)-3-(3,4,5-trimethoxyphenyl)-2,4,5,6-tetrahydrocyclopenta[c]pyrazole